5-((3-chlorobenzyl)amino)pyrido[3,4-e][1,2,4]triazolo[4,3-c]pyrimidine-3-carboxylic acid ClC=1C=C(CNC2=NC3=C(C=4N2C(=NN4)C(=O)O)C=NC=C3)C=CC1